5-(p-sulfophenylazo)-2-hydroxybenzoic acid S(=O)(=O)(O)C1=CC=C(C=C1)N=NC=1C=CC(=C(C(=O)O)C1)O